Boc-DL-tyrosine C(=O)(OC(C)(C)C)N[C@@H](CC1=CC=C(C=C1)O)C(=O)O |r|